(2-(4-Benzylpiperidin-1-yl)ethyl)-4-hydroxybenzenesulfonamide C(C1=CC=CC=C1)C1CCN(CC1)CCC1=C(C=CC(=C1)O)S(=O)(=O)N